ethyl (4E)-4-[3-(4-chloropyridin-2-yl)prop-2-yn-1-ylidene]-3,3-dimethylpiperidine-1-carboxylate ClC1=CC(=NC=C1)C#C\C=C/1\C(CN(CC1)C(=O)OCC)(C)C